CC/C=C\\C/C=C\\C/C=C\\C/C=C\\C/C=C\\C/C=C\\CCC(=O)O The molecule is a docosahexaenoic acid having six cis-double bonds at positions 4, 7, 10, 13, 16 and 19. It has a role as a nutraceutical, an antineoplastic agent, a human metabolite, a Daphnia tenebrosa metabolite, a mouse metabolite and an algal metabolite. It is a docosahexaenoic acid and an omega-3 fatty acid. It is a conjugate acid of a (4Z,7Z,10Z,13Z,16Z,19Z)-docosahexaenoate.